O1COC2=C1C=C1C(=C2)COC2=C(C1=O)C=CC=C2 benzoxepino[3,4-f]-1,3-benzodioxol-11(6H)-one